3-(2-cyclopropyl-6-isopropoxy-1-oxo-1,2,3,4-tetrahydroisoquinolin-7-yl)-2-(piperazin-1-ylmethyl)quinazolin-4(3H)-one C1(CC1)N1C(C2=CC(=C(C=C2CC1)OC(C)C)N1C(=NC2=CC=CC=C2C1=O)CN1CCNCC1)=O